diethoxyphosphoryl-(3-fluoro-4-methyl-phenyl)methanol C(C)OP(=O)(OCC)C(O)C1=CC(=C(C=C1)C)F